OC=1C(=NC(=CC1C(=O)O)C)C=1C=NC=CC1 hydroxy-6-methyl-[2,3'-bipyridine]-4-carboxylic acid